FC1(C(C2=C(C(=C=C=C12)OC=1C=C(C(=O)N)C=C(C1)Cl)C(F)(F)F)O[Si](C)(C)C(C)(C)C)F 3-{8,8-difluoro-7-tert-butyldimethylsilyloxy-5-(trifluoromethyl)bicyclo[4.2.0]oct-1,3,5-trien-2-enyloxy}-5-chlorobenzamide